1,1,1-trifluoro-2-methylpropan-2-yl (4-bromopyridin-2-yl)((4-(3-isopropyl-1-methyl-1H-pyrazol-5-yl)bicyclo[2.2.2]octan-1-yl) methyl)carbamate BrC1=CC(=NC=C1)N(C(OC(C(F)(F)F)(C)C)=O)CC12CCC(CC1)(CC2)C2=CC(=NN2C)C(C)C